COC1=CC=C(COC(C(CN2C(C3N(CCC3C2)C(=O)[O-])=O)(C)C)=O)C=C1 5-(3-((4-methoxybenzyl) oxy)-2,2-dimethyl-3-oxopropyl)-6-oxohexahydropyrrolo[3,4-b]Pyrrole-1(2H)-carboxylate